methyl 1-((5-bromopyridin-2-yl)methyl)-1H-indole-7-carboxylate BrC=1C=CC(=NC1)CN1C=CC2=CC=CC(=C12)C(=O)OC